N-((S)-2-oxocyclopentyl)piperazine-2-carboxamide O=C1[C@H](CCC1)NC(=O)C1NCCNC1